ClC=1C=C(OC=2C=CC(=C(C2)NC(=O)[C@H]2N(C(NC2)=O)C)OC)C=CC1 (S)-N-(5-(3-Chlorophenoxy)-2-methoxyphenyl)-3-methyl-2-oxoimidazolidine-4-carboxamide